4-trifluoromethyl-2,5-dimethoxyphenethylamine FC(C1=CC(=C(CCN)C=C1OC)OC)(F)F